ClC=1C(=C2C(=NC1)NC(=N2)C2=CC=C(C=C2)N2CCN(CC2)C(COC)=O)NC2CCN(CC2)C(C)C 6-Chloro-2-{4-[4-(methoxyacetyl)piperazin-1-yl]phenyl}-N-[1-(1-methylethyl)piperidin-4-yl]-3H-imidazo[4,5-b]pyridin-7-amine